BrC1=C(C[C@H]2OCCN(C2)C([C@@H](C2=CC=CC=C2)O)=O)C(=CC(=C1)Cl)C (R)-1-((R)-2-(2-bromo-4-chloro-6-methylbenzyl)morpholino)-2-hydroxy-2-phenylethan-1-one